(1s,3s)-3-(5-(2-bromoacetamido)-1-(tert-butyl)-1H-pyrazol-3-yl)cyclobutyl isopropylcarbamate C(C)(C)NC(OC1CC(C1)C1=NN(C(=C1)NC(CBr)=O)C(C)(C)C)=O